2-(trans-2-(5-(6-chloro-4-(oxetan-3-ylamino)pyridin-3-yl)-1,3,4-thiadiazol-2-yl)cyclopropyl)propan-2-ol ClC1=CC(=C(C=N1)C1=NN=C(S1)[C@H]1[C@@H](C1)C(C)(C)O)NC1COC1